C(C)OC(C(NO)C#N)=O ethyl-2-cyano-2-(hydroxyamino)acetate